(1S,12'S)-6-CHLORO-12'-HYDROXY-9'-METHYL-10'-OXO-3,4-DIHYDRO-2H-SPIRO[NAPHTHALENE-1,19'-[17]OXA[1,9]DIAZATRICYCLO[11.7.2.016,21]DOCOSA[13,15,21]TRIENE]-12'-CARBOXYLIC ACID ClC=1C=C2CCC[C@]3(COC4=CC=C5[C@@](CC(N(CCCCCCCN(C3)C4=C5)C)=O)(C(=O)O)O)C2=CC1